N-((5-propynyl)-3-hydroxy-6-methylpyridinoyl)glycine methyl ester COC(CNC(=O)C1=NC(=C(C=C1O)C#CC)C)=O